O=C1N(C(C2=CC=CC=C12)=O)C[C@H]1N(CCC2=CC=CC(=C12)O[C@@H]1CN(CC1)C(=O)C1=CN=C(S1)C)C(=O)[C@H]1[C@H](CCCC1)C(=O)O (1S,2R)-2-((S)-1-((1,3-dioxoisoindolin-2-yl)methyl)-8-(((S)-1-(2-methylthiazole-5-carbonyl)pyrrolidin-3-yl)oxy)-1,2,3,4-tetrahydroisoquinoline-2-carbonyl)cyclohexane-1-carboxylic acid